tert-butyl (s)-4-(7-chloro-2-(((s)-1-methylpyrrolidin-2-yl)methoxy)pyrido[3,2-d]pyrimidin-4-yl)-2-(cyanomethyl)piperazine-1-carboxylate ClC1=CC=2N=C(N=C(C2N=C1)N1C[C@@H](N(CC1)C(=O)OC(C)(C)C)CC#N)OC[C@H]1N(CCC1)C